CC1=CC(=C(C(=C1)Cl)O)Cl 2,6-dichlorocresol